2-bromo-6-nitrobenzene-1-sulfonyl chloride BrC1=C(C(=CC=C1)[N+](=O)[O-])S(=O)(=O)Cl